4-((4-(5-chloro-2-(4-fluoro-2-methoxyphenoxy)-4-(trifluoromethyl)benzamido)-6-oxopyridazin-1(6H)-yl)methoxy)-4-oxobutanoic acid ClC=1C(=CC(=C(C(=O)NC=2C=NN(C(C2)=O)COC(CCC(=O)O)=O)C1)OC1=C(C=C(C=C1)F)OC)C(F)(F)F